FC1=C(C2=C(OC3(CC3)CN2)C(=C1C1=CC=NN1C)C#N)C 6-fluoro-5-methyl-7-(1-methyl-1H-pyrazol-5-yl)-3,4-dihydrospiro[benzo[b][1,4]oxazine-2,1'-cyclopropane]-8-carbonitrile